(R)-1-((8-bromopyrido[3,4-b]pyrazin-5-yl)amino)-3-methoxypropan-2-ol BrC1=CN=C(C2=NC=CN=C21)NC[C@H](COC)O